(S)-1-amino-2-(1-methacryloylpyrrolidin-2-yl)-4-(4-((4-methoxy-pyridin-2-yl)carbamoyl)phenyl)-1H-imidazole-5-carboxamide NN1C(=NC(=C1C(=O)N)C1=CC=C(C=C1)C(NC1=NC=CC(=C1)OC)=O)[C@H]1N(CCC1)C(C(=C)C)=O